CN(CCOC=1C=C2CN3[C@@H](C2=CC1)CN(C[C@H]3C)C3=CC(N(C1=NC=CC=C31)C)=O)C 4-[(4R,10bS)-8-[2-(dimethylamino)ethoxy]-4-methyl-3,4,6,10b-tetrahydro-1H-pyrazino[2,1-a]isoindol-2-yl]-1-methyl-1,8-naphthyridin-2-one